tert-butyl 4-(4-(tert-butoxycarbonyl)-2-fluorophenyl)piperazine-1-carboxylate C(C)(C)(C)OC(=O)C1=CC(=C(C=C1)N1CCN(CC1)C(=O)OC(C)(C)C)F